4-(4-(bromomethyl)phenyl)-1,2,3-thiadiazole BrCC1=CC=C(C=C1)C=1N=NSC1